O=C1NC2=CC=C(C=C2C1)C=1C=CC(=NC1)NCCOCCNC(C)=O N-(2-(2-((5-(2-oxoindolin-5-yl)pyridin-2-yl)amino)ethoxy)ethyl)acetamide